ClC1=CC(=C(C=C1)B(O)O)\C=N/NC(=O)C1=NC(=CC=C1)Cl [4-chloro-2-[(Z)-[(6-chloropyridine-2-carbonyl)hydrazono]methyl]phenyl]boronic acid